C(C)OC(=O)N[C@H]1CN(CC1)C=1SC=CN1 2-((R)-3-((ethoxycarbonyl)amino)pyrrolidin-1-yl)thiazole